trisMethylolpropane C(O)C(CC)(CO)CO